C1(CC1)C1=NN(C=N1)C1CC2(CN(C2)C(=O)N2CC3(CN(C3)S(=O)(=O)N(C)C)C2)C1 6-[6-(3-cyclopropyl-1,2,4-triazol-1-yl)-2-azaspiro[3.3]heptane-2-carbonyl]-N,N-dimethyl-2,6-diazaspiro[3.3]heptane-2-sulfonamide